ClC=1C=C(C=CC1F)NC(N(C)C1COC(C=2NC(C=3C=C(C(=CC3C21)F)F)=O)=O)=O 3-(3-chloro-4-Fluorophenyl)-1-(8,9-difluoro-4,6-dioxo-1,4,5,6-tetrahydro-2H-pyrano[3,4-c]isoquinolin-1-yl)-1-methylurea